1-isobutyl-N-(4-(1-tosyl-1H-pyrrolo[2,3-c]pyridin-3-yl)pyridin-2-yl)piperidine-4-carboxamide C(C(C)C)N1CCC(CC1)C(=O)NC1=NC=CC(=C1)C1=CN(C2=CN=CC=C21)S(=O)(=O)C2=CC=C(C)C=C2